O1C=C(C=C1)C=1C=C2C[C@H](CC2=CC1)NC1=NC=C(C=N1)C1=NN=C(O1)CC(=O)N1CC2=C(CC1)NN=N2 (S)-2-(5-(2-((5-(furan-3-yl)-2,3-dihydro-1H-inden-2-yl)amino)pyrimidin-5-yl)-1,3,4-oxadiazol-2-yl)-1-(1,4,6,7-tetrahydro-5H-[1,2,3]triazolo[4,5-c]pyridin-5-yl)ethan-1-one